[rac-(1S,2R,4R)-4-benzyloxy-2-(tert-butoxycarbonylamino)cyclopentyl]benzoate C(C1=CC=CC=C1)O[C@@H]1C[C@H]([C@H](C1)OC(C1=CC=CC=C1)=O)NC(=O)OC(C)(C)C |r|